COC1=CC=C(C=C1)C1=NOC(=N1)N1CCC(CC1)C(=O)NC1[C@@H]2CN(C[C@H]12)C(=O)OC(C)(C)C Tert-butyl (1R,5S,6s)-6-(1-(3-(4-methoxyphenyl)-1,2,4-oxadiazol-5-yl)piperidine-4-carboxamido)-3-azabicyclo[3.1.0]hexane-3-carboxylate